(R)-N-((S)-4-((1r,4R)-4-(3-bromo-2-methylphenoxy)cyclohexyl)-1,1,1-trifluorobutan-2-yl)-2-methylpropane-2-sulfinamide BrC=1C(=C(OC2CCC(CC2)CC[C@@H](C(F)(F)F)N[S@](=O)C(C)(C)C)C=CC1)C